2-chloro-N-(2,6-dimethylphenyl)-N-(isothiocyanatomethyl)-acetamide ClCC(=O)N(CN=C=S)C1=C(C=CC=C1C)C